ClC=1C=C(C=CC1)C(C(=O)NC1(CC1)CN(C)C)(C)C 2-(3-chlorophenyl)-N-(1-((dimethylamino)methyl)cyclopropyl)-2-methylpropanamide